tert-butyl N-[2-(4-{[(4-bromopyridin-2-yl)carbamoyl]methyl}piperazin-1-yl)ethyl]carbamate BrC1=CC(=NC=C1)NC(=O)CN1CCN(CC1)CCNC(OC(C)(C)C)=O